C1=NC=C(C2=CC=CC=C12)N1CC(CCC1)C(=O)Cl 1-(4-isoquinolyl)piperidine-3-carbonyl chloride